C(C)(=O)OC\C=C(\C(=O)NCCCCNC(C1=CC(=C(C=C1)OC)O)=O)/C (E)-4-((4-(3-hydroxy-4-methoxybenzamido)butyl)amino)-3-methyl-4-oxobut-2-en-1-yl acetate